(E)-N-(1-Methyl-3-(3-phenylprop-1-en-1-yl)-1H-pyrrolo[2,3-b]pyridin-5-yl)acrylamide CN1C=C(C=2C1=NC=C(C2)NC(C=C)=O)\C=C\CC2=CC=CC=C2